amino-SILANE N[SiH3]